CC1N(CCOC1)C1=CC(NC(=C1)N1C(CN(CC1)S(=O)(=O)N1CCCCC1)C(F)(F)F)=O 4-(3-methylmorpholin-4-yl)-6-[4-(1-piperidinylsulfonyl)-2-(trifluoromethyl)piperazin-1-yl]-1H-pyridin-2-one